β,β'-dichlorodiethyl sulfide C(CCl)SCCCl